FC1=NC(=C2N=CN(C2=N1)C1OCCC1)NCC1=CC(=CC(=C1)O)O 2-fluoro-6-[(3,5-dihydroxybenzyl)amino]-9-(tetrahydrofuran-2-yl)-9H-purine